C(C)(C)(C)OC(=O)N1CCC(CC1)(C)NC=1C(=CN(C(C1)=O)C1CCOCC1)C(=O)[O-].[Li+] lithium 4-((1-(tert-butoxycarbonyl)-4-methylpiperidin-4-yl) amino)-6-oxo-1-(tetrahydro-2H-pyran-4-yl)-1,6-dihydropyridine-3-carboxylate